The molecule is the peracid of aminoacrylic acid where the acidic -OH group has been replaced by an -OOH group. It is a peroxy acid and a primary amino compound. It derives from a (Z)-3-amino-2-methylacrylic acid. C/C(=C/N)/C(=O)OO